2-(6-(((1R,2R,3S,5S)-2-fluoro-1,5-dimethyl-8-azabicyclo[3.2.1]octan-3-yl)oxy)pyridazin-3-yl)-5-(2-methoxypyridin-4-yl)phenol F[C@@H]1[C@]2(CC[C@@](C[C@@H]1OC1=CC=C(N=N1)C1=C(C=C(C=C1)C1=CC(=NC=C1)OC)O)(N2)C)C